5-fluoro-3-iodo-1-((2-(trimethylsilyl)ethoxy)methyl)-1H-indazole FC=1C=C2C(=NN(C2=CC1)COCC[Si](C)(C)C)I